C(CCCCCCCCCCCCCCCCC)N1C(=C(C(C2=C(C=C(C=C12)OC)O)=O)O)C1=CC(=C(C=C1)O)OC N-octadecyl-2-(3-methoxy-4-hydroxyphenyl)-7-methoxy-3,5-dihydroxyquinolin-4-one